BrC=1C=C2C(OCC=3C=C(N=CC3C=3C=C(C(=C(NS(C(C1O)=C2)(=O)=O)C3)O)F)C(F)(F)F)=O 13-bromo-20-fluoro-14,19-dihydroxy-16,16-dioxo-5-(trifluoromethyl)-9-oxa-16λ6-thia-4,17-diazatetracyclo[16.3.1.111,15.02,7]tricosa-1(22),2(7),3,5,11,13,15(23),18,20-nonaen-10-one